1,3,4,5,6,7-hexahydro-3,1,1,5,5-pentamethyl-2H-2,4a-methanonaphthalene-8-ethanol CC1C2C(C3=C(CCC(C3(C1)C2)(C)C)CCO)(C)C